COC=1N=C2C(=NC1N[C@H]1CN(CC1)C(=O)OC(C)(C)C)N=C(N2C)C2=C(C=C(C=C2C)C(F)(F)F)OC tert-Butyl (3R)-3-[[5-methoxy-2-[2-methoxy-6-methyl-4-(trifluoromethyl)phenyl]-3-methyl-imidazo[4,5-b]pyrazin-6-yl]amino]pyrrolidine-1-carboxylate